(4S)-7-(3,5-dimethylisoxazol-4-yl)-4-pyridin-2-yl-2-(1,2,3,6-tetrahydropyridin-4-yl)-4,5-dihydroimidazo[1,5,4-de][1,4]benzoxazine CC1=NOC(=C1C1=CC=C2C=3N([C@H](COC31)C3=NC=CC=C3)C(=N2)C=2CCNCC2)C